(E)-2-cyano-N,N-dimethyl-3-(5-(1-(tetrahydro-2H-pyran-4-yl)-1,6-dihydroimidazo[4,5-d]pyrrolo[2,3-b]pyridin-2-yl)furan-2-yl)acrylamide C(#N)/C(/C(=O)N(C)C)=C\C=1OC(=CC1)C1=NC=2C(=C3C(=NC2)NC=C3)N1C1CCOCC1